O=C1NC(CCC1N1C(C2=CC=C(C=C2C1=O)O)=O)=O 2-(2,6-Dioxopiperidin-3-yl)-5-hydroxyisoindoline-1,3-dione